(+/-)-19,20-epoxyDocosapentaenoic Acid C(C=CC=CC=CC=CC=CCCCCCCCC1C(CC)O1)(=O)O